N=1N=CN(C1)C=1C=C(C2=C(N(N=N2)COCC[Si](C)(C)C)C1)N1CC(C1)OCCCCNC(OC(C)(C)C)=O tert-butyl (4-((1-(6-(4H-1,2,4-triazol-4-yl)-1-((2-(trimethylsilyl)ethoxy)methyl)-1H-benzo[d][1,2,3]triazol-4-yl)azetidin-3-yl)oxy)butyl)carbamate